COC=1C=C2CC(CC2=CC1)=O 5-methoxy-1,3-dihydro-2H-indene-2-one